(2,4-difluorophenyl)methyl-triphenylphosphonium bromide [Br-].FC1=C(C=CC(=C1)F)C[P+](C1=CC=CC=C1)(C1=CC=CC=C1)C1=CC=CC=C1